C(CCCCCCCCCCCCCCC)(=O)OCCCCCCCC(C)C isodecanyl palmitate